3-chloro-5-((4-hydroxy-1-(4-hydroxyphenyl)-3-oxobutan-2-ylimino)-methyl)phenyl isobutyrate C(C(C)C)(=O)OC1=CC(=CC(=C1)C=NC(CC1=CC=C(C=C1)O)C(CO)=O)Cl